N1CC(C1)NC(=O)C1=CC=C2C(=NN(C2=C1)C1=CC=C(C=C1)C1CC1)C1CC1 N-(azetidin-3-yl)-3-cyclopropyl-1-(4-cyclopropylphenyl)-1H-indazole-6-carboxamide